FC(OC=1C(=CC(=NC1)C(=O)O)C)F 5-(difluoromethoxy)-4-methylpyridinecarboxylic acid